3-fluoro-2-hydroxy-5-(2-(4-(pyrrolidin-1-yl)phenyl)oxazol-5-yl)benzaldehyde FC=1C(=C(C=O)C=C(C1)C1=CN=C(O1)C1=CC=C(C=C1)N1CCCC1)O